C(#N)[C@H]1N(CSC1)C(CNC(=O)C1=CC=NC2=CC=C(C=C12)N1[C@@H](CCC1)COC)=O N-(2-((R)-4-Cyanothiazolidin-3-yl)-2-oxoethyl)-6-((S)-2-(methoxymethyl)pyrrolidin-1-yl)quinoline-4-carboxamide